4'-((2,3,5,6-tetra(4-methylphenoxy)-1,4-phenylene)di(oxy))diphenol CC1=CC=C(OC2=C(C(=C(C(=C2OC2=CC=C(C=C2)C)OC2=C(C=CC=C2)O)OC2=CC=C(C=C2)C)OC2=CC=C(C=C2)C)OC2=C(C=CC=C2)O)C=C1